6-fluoro-5-methyl-1H-indazol FC1=C(C=C2C=NNC2=C1)C